C(C)(C)(C)OC(=O)NCCCOCCCCCOC1=CC=C(C(=O)[O-])C=C1 4-{[5-(3-{[(tert-butoxy)carbonyl]amino}propoxy)pentyl]oxy}benzoate